O=C1CCC(CC1)C(C)(C)NC(OCC1C2=CC=CC=C2C=2C=CC=CC12)=O (9H-fluoren-9-yl)methyl (2-(4-oxocyclohexyl) propan-2-yl)carbamate